2-[1-(3-chloro-4-fluorophenyl)-2-nitroethyl]Malonic acid 1,3-diethyl ester C(C)OC(C(C(=O)OCC)C(C[N+](=O)[O-])C1=CC(=C(C=C1)F)Cl)=O